4-isothiocyanato-2,3-dihydro-1H-indene N(=C=S)C1=C2CCCC2=CC=C1